C(#N)C1=C(C=C(C(=O)OC)C=C1)OS(=O)(=O)C(F)(F)F methyl 4-cyano-3-(((trifluoromethyl)sulfonyl)oxy)benzoate